(5-Amino-2-(tetrahydrofuran-3-yl)phenyl)methanol lanthanum-iron-arsenic [As].[Fe].[La].NC=1C=CC(=C(C1)CO)C1COCC1